CN1N=CC=2C=3C(N(C=C(C(NC4=NC5=CC=C(C=C5N4C[C@@H](CCCOC12)C)N1CCN(CC1)C)=O)C3)C)=O (11R)-5,11,26-Trimethyl-16-(4-methylpiperazin-1-yl)-7-oxa-4,5,13,20,22,26-hexaazapentacyclo[22.3.1.0^{2,6}.0^{13,21}.0^{14,19}]octacosa-1(28),2(6),3,14,16,18,20,24-octaene-23,27-dione